Ethyl 1-[1-chloro-6-(3-chloro-1-isopropyl-1H-indazol-5-ylmethoxy)-3,4-dihydro-naphthalen-2-ylmethyl]-piperidine-4-carboxylate ClC1=C(CCC2=CC(=CC=C12)OCC=1C=C2C(=NN(C2=CC1)C(C)C)Cl)CN1CCC(CC1)C(=O)OCC